2-(Tert-butyl)-5-(1-fluoro-3-((2-methoxyethoxy)methoxy)-7-oxo-5,6,7,8-tetrahydronaphthalen-2-yl)isothiazol-3(2H)-one 1,1-dioxide C(C)(C)(C)N1S(C(=CC1=O)C1=C(C=2CC(CCC2C=C1OCOCCOC)=O)F)(=O)=O